4-[(1H-benzimidazol-2-ylmethyl)amino]-8-(propan-2-yl)pyrazolo[1,5-a][1,3,5]triazin N1C(=NC2=C1C=CC=C2)CNC2=NC=NC=1N2N=CC1C(C)C